Benzopyrrolopiperidine N1CCCC2=C1C1=C(N2)C=CC=C1